(5-(1-((benzyloxy)methyl)-2-oxabicyclo[2.2.2]oct-4-yl)-1H-pyrazol-3-yl)methanol C(C1=CC=CC=C1)OCC12OCC(CC1)(CC2)C2=CC(=NN2)CO